FC1=C(C(=O)NC=2SC=C(N2)C(C)(C#C)C2=CC=C(C=C2)OC)C(=CC(=C1)N1CCNCC1)F 2,6-difluoro-N-(4-(2-(4-methoxyphenyl)but-3-yn-2-yl)thiazol-2-yl)-4-(piperazin-1-yl)benzamide